FC1(CN(CC1)CC1=CC=C(S1)C1=CC(=C2C=CC=NC2=C1)C1(CC1)NC(C1=C(C=CC(=C1)OCC1N(CC1)C)C)=O)F N-(1-(7-(5-((3,3-Difluoropyrrolidin-1-yl)methyl)thiophen-2-yl)quinolin-5-yl)cyclopropyl)-2-methyl-5-((1-methylazetidin-2-yl)methoxy)benzamide